(2R,3R,11bR)-3-(2,2-dimethylpropyl)-9-(2H5)ethoxy-10-methoxy-1H,2H,3H,4H,6H,7H,11bH-pyrido[2,1-a]isoquinolin-2-ol CC(C[C@H]1[C@@H](C[C@H]2N(CCC3=CC(=C(C=C23)OC)OC(C([2H])([2H])[2H])([2H])[2H])C1)O)(C)C